benzene diacetate Formate C(=O)O.C(C)(=O)O.C(C)(=O)O.C1=CC=CC=C1